1-((2-Aminonaphthalen-1-yl)methyl)naphthalen-2-ol NC1=C(C2=CC=CC=C2C=C1)CC1=C(C=CC2=CC=CC=C12)O